ethyl-N-(2-fluoro-3-methoxy-6-(morpholinosulfonyl)benzyl)-2-methylpropane-2-sulfinamide C(C)CC(C)(S(=O)NCC1=C(C(=CC=C1S(=O)(=O)N1CCOCC1)OC)F)C